ClC1=CC=C(C=C1)[C@H](C(=O)O)C(C)C (R)-2-(4-chlorophenyl)-3-methylbutanoic acid